FC=1C=C(CCC2=CC(=CC(=N2)N)C)C=C(C1)CCC1N(CCC1)C 6-(3-fluoro-5-(2-(1-methylpyrrolidin-2-yl)ethyl)phenethyl)-4-methylpyridin-2-amine